C(CCCCCCCCCCCCC)C(C(=S)S)(C)CCCCCCCCCCCCCC di-n-tetradecyl-dithiopropionic acid